N-phenylthiomorpholin-4-carbothioamide 1,1-dioxide C1(=CC=CC=C1)NC(=S)N1CCS(CC1)(=O)=O